CCCCCCC1=C(C=C(C=C1)O)O hexylresorcin